FC=1C=NC(=NC1)C1=CC=C(C=C1)CC(=O)N1C[C@@H](CC[C@@H]1C)C(=O)O (3R,6S)-1-(2-(4-(5-fluoropyrimidin-2-yl)phenyl)acetyl)-6-methylpiperidine-3-carboxylic acid